P(=O)(OCCOC(C=C)=O)(OCCCC)OCCCC 2-acryloxyethyl dibutyl phosphate